4-Aminofluorobenzonitrile NC1=CC(=C(C#N)C=C1)F